1-[4-[5-[2-[[(3S,5S)-5-fluoro-3-piperidyl]amino]pyrimidin-4-yl]-2-methyl-thiazol-4-yl]oxy-1-naphthyl]pyrrolidin-2-one F[C@H]1C[C@@H](CNC1)NC1=NC=CC(=N1)C1=C(N=C(S1)C)OC1=CC=C(C2=CC=CC=C12)N1C(CCC1)=O